CN(C=1C=2N(C=C(N1)C)N=C(C2)C=2N=C1N(C(C2)=O)C=C(C=C1)N1CCNCC1)C 2-[4-(dimethylamino)-6-methylpyrazolo[1,5-a]pyrazin-2-yl]-7-(piperazin-1-yl)-4H-pyrido[1,2-a]pyrimidin-4-one